COC(C[C@H]1N(CC[C@H]1C1=C(C(=C(C=C1OC)OC)C(C)=O)OC)C)=O ((2R,3S)-3-(3-acetyl-2,4,6-trimethoxyphenyl)-1-methylpyrrolidin-2-yl)acetic acid methyl ester